10-tert-butyl 13-ethyl 4-hydroxy-2,3,7,10-tetra-azatricyclo[7.4.0.02,6]trideca-1(9),3,5,7-tetraene-10,13-dicarboxylate OC1=NN2C=3C(CCN(C3C=NC2=C1)C(=O)OC(C)(C)C)C(=O)OCC